6-(3-chloro-4-fluoro-phenyl)-1-[(1-methylpyrazol-3-yl)methyl]-3H-imidazo[4,5-b]pyridin-2-one ClC=1C=C(C=CC1F)C=1C=C2C(=NC1)NC(N2CC2=NN(C=C2)C)=O